4-bromophenyl-(2-hydroxyethyl)pyrazole-4-carbonitrile BrC1=CC=C(C=C1)C1=C(C(=NN1)CCO)C#N